NC(C(=O)NC1=CC=CC=C1)CCCCF 2-amino-6-fluoro-N-phenylhexanamide